C(=O)(O)COC1=C(C2=CC=C(C=C2C=C1)C)C1=C(C=CC2=CC(=CC=C12)C)OCC(=O)O 2,2'-bis(carboxymethoxy)-6,6'-dimethyl-1,1'-binaphthyl